bis(cyclopentadienyl)bis[2,6-difluoro-3-(acetylamino)phenyl]titanium C1(C=CC=C1)[Ti](C1=C(C(=CC=C1F)NC(C)=O)F)(C1=C(C(=CC=C1F)NC(C)=O)F)C1C=CC=C1